N[C@H](CCCOC1=C(C2=CC=C(C=C2C=C1)Br)CN1C2=NC=NC(=C2N=C1)N)COC (R)-9-((2-((4-amino-5-methoxypentyl)oxy)-6-bromonaphthalen-1-yl)methyl)-9H-purin-6-amine